2,5-dimethyl-4H-benzo[d][1,3]oxazine CC=1OCC2=C(N1)C=CC=C2C